(1S,3aS,6aR)-2-(9-acetamido-9H-fluorene-9-carbonyl)-N-((R)-4-hydroxy-3-oxo-1-((S)-2-oxopyrrolidin-3-yl)butan-2-yl)octahydrocyclopenta[c]pyrrole-1-carboxamide C(C)(=O)NC1(C2=CC=CC=C2C=2C=CC=CC12)C(=O)N1[C@@H]([C@H]2[C@@H](C1)CCC2)C(=O)N[C@H](C[C@H]2C(NCC2)=O)C(CO)=O